BrC=1C=CC=C2C=C(N=CC12)C=1C=C(C(=NC1)C(=O)OC)C Methyl 5-(8-bromoisoquinolin-3-yl)-3-methylpicolinate